C1(CC1)CN(\N=C(/C(=O)OC)\C)C=1C=CC=C2C(C(N(C12)C(=O)OC(C)(C)C)=O)(C)C tert-butyl (Z)-7-(1-(cyclopropylmethyl)-2-(1-methoxy-1-oxopropan-2-ylidene)hydrazineyl)-3,3-dimethyl-2-oxoindoline-1-carboxylate